NCC1=CC(=C(OC=2C=CC3=C(B(OC3)O)C2)C=C1)Cl 6-(4-(aminomethyl)-2-chlorophenoxyl)benzo[c][1,2]oxaborol-1(3H)-ol